CN(C1=CC=C(C=C1)C(F)(F)F)C1CN(C1)C(=O)N1C[C@@H]2[C@@H](OCC(N2)=O)CC1 |r| rac-(4aR,8aS)-6-[3-[N-methyl-4-(trifluoromethyl)anilino]azetidine-1-carbonyl]-4,4a,5,7,8,8a-hexahydropyrido[4,3-b][1,4]oxazin-3-one